FC1([C@H](C1)CN1C(=CN2C1=NC(=C(C2=O)C=2C=NN(C2)CCC(F)(F)F)C(F)(F)F)C)F 1-{[(1R)-2,2-difluorocyclopropyl]methyl}-2-methyl-7-(trifluoromethyl)-6-[1-(3,3,3-trifluoropropyl)-1H-pyrazol-4-yl]-1H,5H-imidazo[1,2-a]pyrimidin-5-one